propargylserine C(C#C)N[C@@H](CO)C(=O)O